tert-Butyl (R)-3-((5-(5-(2-(acetamido-2,2,2-d3)ethyl)-1,2,4-oxadiazol-3-yl)pyridin-3-yl)(hydroxy)(4-isopropylphenyl)methyl)-3-methylazetidine-1-carboxylate C(C([2H])([2H])[2H])(=O)NCCC1=NC(=NO1)C=1C=C(C=NC1)[C@](C1(CN(C1)C(=O)OC(C)(C)C)C)(C1=CC=C(C=C1)C(C)C)O